C1(C=CC=C1)[Ti](C1=C(C(=CC=C1F)CCNC(CC)=O)F)(C1=C(C(=CC=C1F)CCNC(CC)=O)F)C1C=CC=C1 di(cyclopentadienyl)-bis[2,6-difluoro-3-(2-(propionylamino)ethyl)phenyl]titanium